C(#N)C[C@@H]1N(CCN(C1)C=1C2=C(N=C(N1)SC)CN(CC2)C2=CC=CC1=CC=CC(=C21)C)C(=O)OCC2=CC=CC=C2 benzyl (2S)-2-(cyanomethyl)-4-[7-(8-methyl-1-naphthyl)-2-methylsulfanyl-6,8-dihydro-5H-pyrido[3,4-d]pyrimidin-4-yl]piperazine-1-carboxylate